methyl rac-(2S)-3-tert-butoxy-2-[[6-[3-[2-oxo-2-[2-[2-[2-[2-[2-(2-prop-2-ynoxyethoxy)ethoxy]ethoxy]ethoxy]ethoxy]ethylamino]ethoxy]phenoxy]pyridine-3-carbonyl]amino]propanoate C(C)(C)(C)OC[C@@H](C(=O)OC)NC(=O)C=1C=NC(=CC1)OC1=CC(=CC=C1)OCC(NCCOCCOCCOCCOCCOCCOCC#C)=O |r|